ClC=1C(=C(CNC(=O)[C@H]2NC[C@@H](C2)F)C=C(C1)C=C)F (2S,4R)-N-(3-chloro-2-fluoro-5-vinylbenzyl)-4-fluoropyrrolidine-2-carboxamide